FC1=C(C=C(C(=O)OC)C=C1)OCCCC=1C(=NNC1C=O)C methyl 4-fluoro-3-[3-(5-formyl-3-methyl-1H-pyrazol-4-yl) propoxy]benzoate